2-(((4R,7R)-1-oxaspiro[3.5]nonan-7-yl)amino)-5-aminopyrido[4,3-d]pyrimidine O1CCC12CCC(CC2)NC=2N=CC1=C(N2)C=CN=C1N